O=C1NC=CC2=C(C=CC=C12)N1N=NC(=C1C(F)(F)F)C(=O)NC1=CC(=NC=C1)C(F)(F)F 1-(1-oxo-1,2-dihydroisoquinolin-5-yl)-5-(trifluoromethyl)-N-(2-(trifluoromethyl)pyridin-4-yl)-1H-1,2,3-triazole-4-carboxamide